C(C=C)N1N(C2=NC(=NC=C2C1=O)NC=1C=NC(=CC1)C)C1=CC=CC(=N1)OC1CCN(CC1)C(=O)OC(C)(C)C tert-butyl 4-((6-(2-allyl-6-((6-methylpyridin-3-yl)amino)-3-oxo-2,3-dihydro-1H-pyrazolo[3,4-d]pyrimidin-1-yl)pyridin-2-yl)oxy)piperidine-1-carboxylate